Phenyl[4-({[4-({[4-(phenylamino)phenyl]amino}ethyl)phenyl]ethyl}amino)phenyl]amine C1(=CC=CC=C1)NC1=CC=C(C=C1)NCCC1=CC=C(C=C1)CCNC1=CC=C(C=C1)NC1=CC=CC=C1